(S)-1-(4-(3-((1r,3R,5S,7S)-3,5-dimethyladamantan-1-yl)ureido)-3-fluorobenzyl)-N-(2-hydroxyethyl)piperidine-3-carboxamide iminopyrrolidinate N=C1N(CCC1)C(=O)O.C[C@]12CC3(CC(C[C@@](C1)(C3)C)C2)NC(NC2=C(C=C(CN3C[C@H](CCC3)C(=O)NCCO)C=C2)F)=O